C(C(\C=C/CC)C(=O)O)C(=O)O cis-3-hexene-1,2-dicarboxylic acid